1-(piperidin-4-yl)-4-(propylamino)-2,3-dihydro-1H-1,3-benzodiazol-2-one N1CCC(CC1)N1C(NC2=C1C=CC=C2NCCC)=O